4-[[2-[(2-cyanophenyl)methyl-(2,3,4,6-tetrafluorophenyl)sulfonyl-amino]acetyl]-[(3,5-dicyclopropylphenyl)methyl]amino]-5-ethoxy-2-fluoro-benzoic acid C(#N)C1=C(C=CC=C1)CN(CC(=O)N(C1=CC(=C(C(=O)O)C=C1OCC)F)CC1=CC(=CC(=C1)C1CC1)C1CC1)S(=O)(=O)C1=C(C(=C(C=C1F)F)F)F